Tert-butyl 4-(3-formyl-5-(trifluoromethoxy)benzyl)-1H-pyrazole-1-carboxylate C(=O)C=1C=C(CC=2C=NN(C2)C(=O)OC(C)(C)C)C=C(C1)OC(F)(F)F